C1(=CC=CC=C1)C1=C2C=CN(C(C2=CN=C1)=O)CC=1N=C2N(C=C(C=C2)CNC(C)(C)C2=CC=CC=C2)C1 5-phenyl-2-((6-(((2-phenylpropan-2-yl)amino)methyl)imidazo[1,2-a]pyridin-2-yl)methyl)-2,7-naphthyridin-1(2H)-one